2-(4,4-difluoro-cyclohexyl)-4-(1-(tetrahydro-2H-pyran-2-yl)-1H-pyrazol-3-yl)pyridin-3-amine FC1(CCC(CC1)C1=NC=CC(=C1N)C1=NN(C=C1)C1OCCCC1)F